5-cyclopropylsulfonyl-3-(difluoromethoxy)-4-(3-methyl-4-methylsulfonyl-phenyl)-1-trityl-indazole C1(CC1)S(=O)(=O)C=1C(=C2C(=NN(C2=CC1)C(C1=CC=CC=C1)(C1=CC=CC=C1)C1=CC=CC=C1)OC(F)F)C1=CC(=C(C=C1)S(=O)(=O)C)C